N-[(1R)-1-[4-Isopropoxy-3-methoxy-5-(1-methylpyrazol-4-yl)phenyl]ethyl]-2-methyl-5-[(1R,5S)-8-methyl-3,8-diazabicyclo[3.2.1]octan-3-yl]benzamide C(C)(C)OC1=C(C=C(C=C1C=1C=NN(C1)C)[C@@H](C)NC(C1=C(C=CC(=C1)N1C[C@H]2CC[C@@H](C1)N2C)C)=O)OC